(2,2,2-Trifluoroethoxy)nicotinamide FC(COC1=C(C(=O)N)C=CC=N1)(F)F